C(C)OC(=O)C1CC=2C(=NC=C(C2)NC(=O)OC(C)(C)C)C1 3-(tert-Butoxycarbonylamino)-6,7-dihydro-5H-cyclopenta[b]pyridine-6-carboxylic acid ethyl ester